FC=1C=C(OC2=CC(=C(C=C2)C=2OC=NN2)[N+](=O)[O-])C=CC1F (4-(3,4-Difluorophenoxy)-2-nitrophenyl)-1,3,4-oxadiazole